CC1=CC=C(C=C1)S(=O)(=O)NC=1C=C(C(=O)O)C=CC1 3-((4-methylphenyl)sulfonamido)benzoic acid